NCCCNC1=NC(=NC(=C1)C)NC(=O)NC1=CC=C(C=C1)C(C1=CC=CC=C1)=O 1-(4-((3-aminopropyl)amino)-6-methylpyrimidin-2-yl)-3-(4-benzoylphenyl)urea